3-(chloromethyl)-1H-[1,2,4]-triazole ClCC1=NNC=N1